COC=1C=C(C=CC1OCC1=C(C=C(C=C1)OC)C(F)(F)F)C1C=2C(NC(C1)=O)=NNC2 4-(3-methoxy-4-{[4-methoxy-2-(trifluoromethyl)phenyl]methoxy}phenyl)-2H,4H,5H,6H,7H-pyrazolo[3,4-b]pyridin-6-one